OC1=C(C=C2C[C@H]([C@H]([C@@H](C2=C1)C=1C=C(C(=CC1)O)O)C)C)OC 4-((1R,2R,3R)-7-hydroxy-6-methoxy-2,3-dimethyl-1,2,3,4-tetrahydronaphthalen-1-yl)benzene-1,2-diol